BrC(C(=O)[O-])CCCCCCCCC bromoundecanoate